lithium naphthalenedisulfonate C=1(C(=CC=C2C=CC=CC12)S(=O)(=O)[O-])S(=O)(=O)[O-].[Li+].[Li+]